P(=O)(OCC=CC)(OCC)OC(C#C)(C)C (2-butenyl) (ethyl) (1,1-dimethyl-2-propynyl) phosphate